BrCCC1CCCC1 (2-bromoethyl)cyclopentane